COC1=CC=C(C=C1)S(=O)(=O)ON1C(CCC1=O)=O N-(p-methoxyphenyl)sulfonyloxysuccinimide